C1(=CC=CC=C1)N1CCN2N=C(N=C21)C(=O)N[C@@H]2C(N(C=1N(CC2)N=C(C1)C)C)=O 4-Phenyl-N-[(6S)-2,4-dimethyl-5-oxo-7,8-dihydro-6H-pyrazolo[1,5-a][1,3]diazepin-6-yl]-5,6-dihydroimidazo[1,2-b][1,2,4]triazol-2-carboxamid